4-[2-(2-aminoethylamino)ethylamino]-4-oxo-butyric acid NCCNCCNC(CCC(=O)O)=O